4-(tert-butyl)pyrimidine-2-sulfonamide C(C)(C)(C)C1=NC(=NC=C1)S(=O)(=O)N